C(C1=C(C(=CC(=C1)C(CC(C)(C)C)(C)C)N1N=C2C(=N1)C=CC=C2)O)C2=C(C(=CC(=C2)C(CC(C)(C)C)(C)C)N2N=C1C(=N2)C=CC=C1)O 2,2'-Methylenebis[4-(1,1,3,3-tetramethylbutyl)-6-(2H-benzotriazole-2-yl)phenol]